1-(4-methoxy-benzyl)-3-(4-(1-methyl-5-oxopiperazin-2-yl)phenyl)urea COC1=CC=C(CNC(=O)NC2=CC=C(C=C2)C2N(CC(NC2)=O)C)C=C1